OCCOC1=C(C=C(C=C1)C(CCC1=C(N=C(S1)C1=CC=C(C=C1)C(F)(F)F)C(C)C)=O)CCC 1-(4-(2-hydroxyethoxy)-3-propylphenyl)-3-(4-isopropyl-2-(4-(trifluoromethyl)phenyl)thiazol-5-yl)propan-1-one